NC=1C(=NC(=C(N1)C1=CC=C(C=C1)F)C=1C=CC=2N(C1)C(=CN2)C)CNC(=O)[C@H]2OCCC2 (S)-N-((3-amino-5-(4-fluorophenyl)-6-(3-methylimidazo[1,2-a]pyridin-6-yl)pyrazin-2-yl)methyl)tetrahydrofuran-2-carboxamide